(Sa)-6-(1-([1,1'-Biphenyl]-4-ylmethyl)-4-ethoxy-1H-pyrrolo[3,2-c]pyridin-7-carboxamido)spiro[3.3]heptan C1(=CC=C(C=C1)CN1C=CC=2C(=NC=C(C21)C(=O)NC2CC1(CCC1)C2)OCC)C2=CC=CC=C2